O1C(CCCC1)OCCOCC=1C=C(C=CC1)COCCOC1OCCCC1 2-[2-[(3-[[2-(oxan-2-yloxy)ethoxy]methyl]phenyl)methoxy]ethoxy]oxane